ClC1=NC=NC2=CC(=C(C=C12)OCCCCl)OC 4-chloro-7-methoxy-6-(3-chloropropoxy)quinazoline